N,N'-bis(4-trifluoromethoxyphenyl)cyclopropane-1,1-diamide FC(OC1=CC=C(C=C1)NC(=O)C1(CC1)C(=O)NC1=CC=C(C=C1)OC(F)(F)F)(F)F